C(CC(O)(C(=O)OCC(CCCC)CC)CC(=O)OCCCC)(=O)OCCCC dibutyl (2-ethylhexyl) citrate